((2-((4-nitrophenoxy)carbonyl)-1H-indol-5-yl)methyl)phosphonic acid [N+](=O)([O-])C1=CC=C(OC(=O)C=2NC3=CC=C(C=C3C2)CP(O)(O)=O)C=C1